BrC=1C=C(C(=NC1)C)CC(=O)OC methyl 2-(5-bromo-2-methylpyridin-3-yl)acetate